ClC=1C(=C(C(=NC1C)N[C@H](C(=O)N(C)C1=CC=C(C=C1)F)CCO)C#N)C (S)-2-(5-chloro-3-cyano-4,6-dimethylpyridin-2-ylamino)-N-(4-fluorophenyl)-4-hydroxy-N-methylbutanamide